CC1(OB(OC1(C)C)C=1C=C(C=CC1)C1=NOC(=C1)C(F)(F)F)C 3-(3-(4,4,5,5-tetramethyl-1,3,2-dioxaborolan-2-yl)phenyl)-5-(trifluoromethyl)isoxazole